(R)-5-(5-methyl-1H-pyrrolo[2,3-b]pyridin-3-yl)-N-(1,1,1-trifluoropropan-2-yl)pyrazolo[1,5-a]pyridine-3-carboxamide CC=1C=C2C(=NC1)NC=C2C2=CC=1N(C=C2)N=CC1C(=O)N[C@@H](C(F)(F)F)C